FC(CCCS(=O)(=O)CCCC(F)(F)F)(F)F 2-trifluoroethylethyl sulfone